5-chloro-N-(3-fluorobenzyl)-N-methylfuran-2-carboxamide ClC1=CC=C(O1)C(=O)N(C)CC1=CC(=CC=C1)F